ClC1C(N(/C(/S1)=N/C(=O)NC1=C(C=C(C=C1)C1=NN(C=N1)C1=CC=C(C=C1)OC(F)(F)F)F)C1=C(C=CC(=C1)C)OCC(F)(F)F)=O (Z)-1-(5-chloro-3-(5-methyl-2-(2,2,2-trifluoroethoxy)phenyl)-4-oxothiazolidin-2-ylidene)-3-(2-fluoro-4-(1-(4-(trifluoromethoxy)phenyl)-1H-1,2,4-triazol-3-yl)phenyl)urea